C(C=C)(=O)OCCCN(CCCC(=O)O)C 3-(acryloyloxyethyl-dimethylamino)propanecarboxylic acid